C(C)(=O)O[C@@]1(C(OCC=2C(N3CC=4C(=NC=5C=C(C(=C6C5C4[C@@H](CC6)[C@H](CCO)NC(C)=O)C)F)C3=CC21)=O)=O)CC (1R,9S)-1-((S)-1-Acetamido-3-hydroxypropyl)-9-ethyl-5-fluoro-4-methyl-10,13-dioxo-2,3,9,10,13,15-hexahydro-1H,12H-benzo[de]pyrano[3',4':6,7]indolizino[1,2-b]quinolin-9-yl acetate